ClC1=CC=C(CN2[C@]3(CCN(C3)C(=O)NC3CC3)C(N(CC2=O)C(C)C)=O)C=C1 (S)-6-(4-chlorobenzyl)-N-cyclopropyl-9-isopropyl-7,10-dioxo-2,6,9-triazaspiro[4.5]decane-2-carboxamide